C(C)(=O)N1CC(C=2C3=C(C(NC2C1)=O)C=C(C(=C3)F)F)N(C(=O)NC3=CC(=C(C=C3)F)Cl)C 1-(3-Acetyl-8,9-difluoro-6-oxo-1,2,3,4,5,6-hexahydrobenzo[c][1,7]naphthyridin-1-yl)-3-(3-chloro-4-fluorophenyl)-1-methylurea